S(=O)(=O)(O)C=1C=C(C=CC1NC(CCl)=O)N=NC1=CC(=C(C=C1)NC(CCl)=O)S(=O)(=O)O 3,3'-Bis(sulfo)-4,4'-bis(chloroacetamido)azobenzene